Fluorosulfonat FS(=O)(=O)[O-]